C(C)(C)(C)C1=C(NC2=CC=CC=C12)C(C)(C)C di-tert-butyl-indole